2-chloro-6-((2S,5R)-4-(1-(4-(difluoromethyl)-3-fluorophenyl)-2-methylpropyl)-2,5-dimethylpiperazin-1-yl)-8-methyl-9-(((S)-tetrahydrofuran-2-yl)methyl)-9H-purine ClC1=NC(=C2N=C(N(C2=N1)C[C@H]1OCCC1)C)N1[C@H](CN([C@@H](C1)C)C(C(C)C)C1=CC(=C(C=C1)C(F)F)F)C